tert-butyl ((2s,5s)-2-(2-aminoethyl)-1,3-dioxan-5-yl)carbamate NCCC1OCC(CO1)NC(OC(C)(C)C)=O